1-thia-8-azaspiro[4.5]decane 1,1-dioxide S1(CCCC12CCNCC2)(=O)=O